N1[C@@H](CCC1=O)C(=O)O.N[C@@]1(C(CCCC1)=O)C1=C(C=CC=C1)Cl (R)-2-amino-2-(2-chlorophenyl)cyclohexanone (L)-pyroglutamate